N1=C2C(=CC=C1)[C@@H](CC2)N (R)-6,7-dihydro-5H-cyclopenta[b]pyridin-5-amine